5-(4-fluoro-3-methyl-phenyl)-3-methyl-6-tetrahydropyran-4-yl-1H-pyrrolo[2,3-f]indazole FC1=C(C=C(C=C1)N1C(=CC2=C1C=C1C(=NNC1=C2)C)C2CCOCC2)C